ClC=1C=NN2C1C(NC1=CC(=CC=C21)CN2CCC(=CC2)C=2C=NC(=CC2)C(=O)NC)=O 1'-((3-chloro-4-oxo-4,5-dihydropyrazolo[1,5-a]quinoxalin-7-yl)methyl)-N-methyl-1',2',3',6'-tetrahydro-[3,4'-bipyridine]-6-carboxamide